N1CC(C1)CCNC(O[C@H]1[C@H](NC[C@@H]1O)CC1=CC=C(C=C1)OC)=O (2R,3S,4S)-4-hydroxy-2-[(4-methoxyphenyl)methyl]pyrrolidin-3-yl N-[2-(azetidin-3-yl)ethyl]carbamate